6-hydrazinonicotinamide N(N)C1=NC=C(C(=O)N)C=C1